C(C)(=O)N1CCC(CC1)NC1=NC(=NC(=N1)C1=CC=CC=C1)C(=O)OC methyl 4-((1-acetylpiperidin-4-yl)amino)-6-phenyl-1,3,5-triazine-2-carboxylate